2-[4-(2-chloro-4-fluoro-phenyl)-2-oxo-2H-chromen-7-yl]oxy-3-methoxy-propanamide ClC1=C(C=CC(=C1)F)C1=CC(OC2=CC(=CC=C12)OC(C(=O)N)COC)=O